O=C1N(C2=CC=CC=C2C1)S(=O)(=O)ON1C(CCC1=O)=O 1-(2,5-dioxopyrrolidin-1-yl) oxoindol-1-yl-sulfonate